N(=[N+]=[N-])C1=CC=C(C=C1)C1=CC=C(C=C1)CCCNC=1C2=C(N=C(N1)C1=COC=C1)SC(=C2)C N-(3-(4'-azido-[1,1'-biphenyl]-4-yl)propyl)-2-(furan-3-yl)-6-methylthieno[2,3-d]pyrimidin-4-amine